CC1(OB(OC1(C)C)C=1CCN(CC1)C(=O)O)C 4-(4,4,5,5-tetramethyl-1,3,2-dioxaborolane-2-yl)-3,6-dihydropyridine-1(2H)-carboxylic acid